5-((S)-3-acetamido-2-aminopropanamido)-2-methyl-N-((R)-1-(naphthalen-1-yl)ethyl)benzamide 2,2,2-trifluoroacetate FC(C(=O)O)(F)F.C(C)(=O)NC[C@@H](C(=O)NC=1C=CC(=C(C(=O)N[C@H](C)C2=CC=CC3=CC=CC=C23)C1)C)N